COC=1C=C2C(=NC=NC2=CC1OC)NC1=CC2=C(COB2O)C=C1 6-((6,7-dimethoxyquinazolin-4-yl)amino)-1,3-dihydro-2,1-benzoxaborol-1-ol